FC1CCNCC1 (3R,4S)-4-fluoropiperidin